N-(4-Ethynylphenyl)acetamide C(#C)C1=CC=C(C=C1)NC(C)=O